(Rac)-1-methyl-7-(oxetan-3-yl)-2-oxo-4-[4-phenylazepan-1-yl]-1,2-dihydroquinoline-3-carbonitrile CN1C(C(=C(C2=CC=C(C=C12)C1COC1)N1CC[C@@H](CCC1)C1=CC=CC=C1)C#N)=O |r|